FC([C@@H](C)NC(=O)C=1C=NN2C1N=CC=C2)(F)F N-((R)-1,1,1-trifluoropropan-2-yl)pyrazolo[1,5-a]pyrimidine-3-carboxamide